(Z)-4-azidobut-2-en-1-yl-2-phenyl-acetate N(=[N+]=[N-])C\C=C/COC(CC1=CC=CC=C1)=O